2-methyl-2-(5-(2-((4-(trifluoromethyl)phenyl)amino)phenyl)-1,3,4-oxadiazol-2-yl)propanenitrile CC(C#N)(C)C=1OC(=NN1)C1=C(C=CC=C1)NC1=CC=C(C=C1)C(F)(F)F